FC1=C(C=CC=C1)CC(CC(=C)C)(C)NC(=O)C=1C=C2C(=NC1)NC=C2 N-(1-(2-fluorophenyl)-2,4-dimethylpent-4-en-2-yl)-1H-pyrrolo[2,3-b]pyridine-5-carboxamide